C(C)C(CCO)C(CC)C 3-Ethyl-4-methylhexanol